ClC1=NC(=NC(=C1C1=C(C=C(C=C1)F)Cl)C)C 4-chloro-5-(2-chloro-4-fluorophenyl)-2,6-dimethylpyrimidine